1-[4-(4-chlorobenzoyl)phenyl]ethanone (R)-3-Aminomethyl-pyrrolidinebenzyl-4-(2,2-dimethoxyethyl)piperidine-1-carboxylate NC[C@@H]1CN(CC1)C1=CC=CC=C1COC(=O)N1CCC(CC1)CC(OC)OC.ClC1=CC=C(C(=O)C2=CC=C(C=C2)C(C)=O)C=C1